(S)-5-bromo-3-((3-(2-(4-chlorophenyl)-2-hydroxyethyl)-1,2,4-oxadiazol-5-yl)methyl)-1-methylpyrimidine-2,4(1H,3H)-dione BrC=1C(N(C(N(C1)C)=O)CC1=NC(=NO1)C[C@H](O)C1=CC=C(C=C1)Cl)=O